4-((2-(dimethoxymethyl)-5,6,7,8-tetrahydro-1,8-naphthyridin-3-yl)methyl)morpholine-3-one COC(C1=NC=2NCCCC2C=C1CN1C(COCC1)=O)OC